BrC=1C=C(C=CC1)[C@H](C)NC1=CC(N(C(N1)=O)C(C)C)=O (S)-6-((1-(3-bromophenyl)ethyl)amino)-3-isopropylpyrimidine-2,4(1h,3h)-dione